(S)-(2-chloro-4-((3-(1-(2,2-difluoroethyl)-3-(trifluoromethyl)-1H-pyrazol-4-yl)imidazo[1,2-a]pyrazin-8-yl)amino)phenyl)(6-prolyl-2,6-diazaspiro[3.3]heptan-2-yl)methanone ClC1=C(C=CC(=C1)NC=1C=2N(C=CN1)C(=CN2)C=2C(=NN(C2)CC(F)F)C(F)(F)F)C(=O)N2CC1(C2)CN(C1)C([C@H]1NCCC1)=O